O[C@@H]1COCCC1 (3S,4R)-3-hydroxyoxan